[Si](C)(C)(C(C)(C)C)OCC[C@@H](C=O)NC(OCC1=CC=CC=C1)=O Benzyl (S)-(4-((tert-butyldimethylsilyl)oxy)-1-oxobutan-2-yl)carbamate